C(C)(C)(C)OC(NCC1CCN(CC1)C1=NC=CC(=N1)NC1=NNC(=C1)C1CC1)=O ((1-(4-((5-Cyclopropyl-1H-pyrazol-3-yl)amino)pyrimidin-2-yl)piperidin-4-yl)methyl)carbamic acid tert-butyl ester